2'-Bromo-3-9H-carbazol-9-yl-2-(methoxymethoxy)-5-methyl-1,1'-biphenyl BrC1=C(C=CC=C1)C1=C(C(=CC(=C1)C)N1C2=CC=CC=C2C=2C=CC=CC12)OCOC